7-((4-(2-methyl-6-(methylcarbamoyl)pyridin-3-yl)piperazin-1-yl)methyl)-1,5-dihydro-4H-pyrazolo[4,3-c]quinolin-4-one CC1=NC(=CC=C1N1CCN(CC1)CC=1C=CC=2C3=C(C(NC2C1)=O)C=NN3)C(NC)=O